C(C)(C)(C)OC(=O)N[C@@H](CCCCN)C(=O)O Nα-t-butoxycarbonyl-L-lysine